FC(C(=O)O)(F)F.ClC1=C(C=CC=C1C=1C=NC(=CC1)C1CC1)[C@@]1(CC(N(C(N1)=N)[C@@H]1C[C@@H](OCC1)C)=O)C (6S)-6-[2-Chloro-3-(6-cyclopropyl-pyridin-3-yl)phenyl]-2-imino-6-methyl-3-[(2S,4S)-2-methyl-tetrahydropyran-4-yl]hexahydro-pyrimidin-4-one trifluoroacetic acid salt